4-oxo-3,4-dihydro-2H-imidazo[5,1-b][1,3]thiazine-3-carboxamide O=C1N2C(SCC1C(=O)N)=CN=C2